[N+](=O)([O-])C1=CC=C2N3CCCC3CC=CCCC(C3=NN=C(C1=N2)O3)C(F)(F)F 20-nitro-6-(trifluoromethyl)-22-oxa-3,4,16,21-tetraazatetracyclo[15.3.1.12,5.012,16]docosa-1(21),2,4,9,17,19-hexaene